sodium dihydroxyethyl isophthalate C(C1=CC(C(=O)[O-])=CC=C1)(=O)OCC(O)O.[Na+]